trans-3-((6-methylpyridin-3-yl)oxy)cyclobutan-1-amine CC1=CC=C(C=N1)O[C@@H]1C[C@H](C1)N